COC1=C(C(=CC=C1)OC)C1=CNC2=NC(=CC=C21)NC(=O)[C@H]2[C@@H](C2)CCN(C)C (1R,2S)-N-(3-(2,6-dimethoxyphenyl)-1H-pyrrolo[2,3-b]pyridin-6-yl)-2-(2-(dimethylamino)ethyl)cyclopropane-1-carboxamide